1-(3-Bicyclo[1.1.1]pentanyl)-N-(3-cyano-4-fluoro-1H-indol-7-yl)pyrazol-4-sulfonamid C12CC(C1)(C2)N2N=CC(=C2)S(=O)(=O)NC=2C=CC(=C1C(=CNC21)C#N)F